phenyl-bipyrimidyl C1(=CC=CC=C1)C1=NC(=NC=C1)C1=NC=CC=N1